5-((4R,9aS)-8-hydroxy-4-methyl-octahydro-2H-pyrido[1,2-a]pyrazin-2-yl)quinoline-8-carbonitrile OC1C[C@@H]2N([C@@H](CN(C2)C2=C3C=CC=NC3=C(C=C2)C#N)C)CC1